[N+](=O)([O-])C1=CC=C(C=N1)N1CC2(CN(C2)C(=O)OC(C)(C)C)C1 tert-butyl 6-(6-nitropyridin-3-yl)-2,6-diazaspiro[3.3]heptane-2-carboxylate